6-[4-[Acetyl(propyl)amino]-3-chloro-phenyl]-N-(3-pyridylmethyl)pyridine C(C)(=O)N(C1=C(C=C(C=C1)C1=CC=CCN1CC=1C=NC=CC1)Cl)CCC